bis[2-(diphenylphosphino)phenyl]dichlorosilane C1(=CC=CC=C1)P(C1=C(C=CC=C1)[Si](Cl)(Cl)C1=C(C=CC=C1)P(C1=CC=CC=C1)C1=CC=CC=C1)C1=CC=CC=C1